4-[4-(2-amino-1-phenoxyethyl)phenyl]-3-(2-methyl-6-morpholin-4-ylpyrimidin-4-yl)oxybenzonitrile NCC(OC1=CC=CC=C1)C1=CC=C(C=C1)C1=C(C=C(C#N)C=C1)OC1=NC(=NC(=C1)N1CCOCC1)C